C(OC(CC(C)(OOC(C)(C)CC)C)C)(OC(CC(C)(OOC(C)(C)CC)C)C)=O bis[1,3-dimethyl-3-(t-amylperoxy) butyl] carbonate